IC1=CN(C=2N=C(NC(C21)=O)C)CC(=O)O 2-(5-iodo-2-methyl-4-oxo-3H-pyrrolo[2,3-d]pyrimidin-7(4H)-yl)acetic acid